CS(=O)(=O)N1CCN(CC1)C1=CC=C(C=N1)B(O)O (6-(4-(methylsulfonyl)piperazine-1-yl)Pyridin-3-yl)boronic acid